C/C(=C/COC)/C=C/[C@@H]1[C@]2(CCCC([C@@H]2[C@H]([C@@H]([C@@]1(C)O)O)O)(C)C)C The molecule is a labdane diterpenoid with formula C21H36O4, originally isolated from the seeds of Oryza sativa. It has a role as a plant metabolite. It is a labdane diterpenoid, an ether, a triol, a secondary alcohol, a tertiary alcohol and an olefinic compound.